C(C)(C)(C)OC(=O)NC1=C2C=CNC2=C(C=C1)C1=NC(=NC=C1)OC(NC=1C=NN(C1)C)=O (4-(4-((tert-butoxycarbonyl)amino)-1H-indol-7-yl)pyrimidin-2-yl)(1-methyl-1H-pyrazol-4-yl)carbamate